ClC=1C=C(OCC(=O)O)C=C(C1CC1=CC(=C(C=C1)O)C1=CN=NC=C1)Cl 2-[3,5-dichloro-4-[(4-hydroxy-3-pyridazin-4-yl-phenyl)methyl]phenoxy]acetic acid